C(#N)C=1C(=NC2=CC(=C(C=C2C1NC(C)C)NC(C)=O)OCC)CC N-(3-cyano-7-ethoxy-2-ethyl-4-(isopropylamino)quinolin-6-yl)acetamide